rac-ethyl 2-diazo-3-((1S,2R)-2-fluoro-cyclopropyl)-3-oxo-propanoate [N+](=[N-])=C(C(=O)OCC)C(=O)[C@H]1[C@@H](C1)F |r|